S1C=C(C=C1)C(=O)NC=1C=CC2=C(C(=CS2)C2CCN3CCCCC3CC2)C1 5-(3-thienoyl)amino-3-(1-azabicyclo[5.4.0]undecan-4-yl)-benzothiophene